3-(1-methyl-7-((1-(oxetane-3-carbonyl)piperidin-4-yl)oxy)-1H-indazol-3-yl)-piperidine-2,6-dione CN1N=C(C2=CC=CC(=C12)OC1CCN(CC1)C(=O)C1COC1)C1C(NC(CC1)=O)=O